4-([1,1'-biphenyl]-3-yl)-2-(4-bromophenyl)-6-phenylpyrimidine C1(=CC(=CC=C1)C1=NC(=NC(=C1)C1=CC=CC=C1)C1=CC=C(C=C1)Br)C1=CC=CC=C1